[K].C=1(C(=CC=CC1)O)C1=CC=CC=C1 [1,1'-BIPHENYL]-2-OL, POTASSIUM SALT